sodium 4-carboxy-2-hydroxybenzenesulfonate C(=O)(O)C1=CC(=C(C=C1)S(=O)(=O)[O-])O.[Na+]